C(=CC)N1CC(CC1)C=1C=C(C=C2C=NC=NC12)C1=CC(=C(C(=O)NC2=NC=CC(=C2)C(F)(F)F)C=C1)OC 4-(8-(1-propenylpyrrolidin-3-yl)quinazolin-6-yl)-2-methoxy-N-(4-(trifluoromethyl)pyridin-2-yl)benzamide